NC=1C(=C(C(=O)N)C(=CC1)Cl)Cl 3-amino-2,6-dichlorobenzamide